2-(2-cyanopyridin-4-yl)acetic acid C(#N)C1=NC=CC(=C1)CC(=O)O